N-[3-nitro-4-(2-phenylsulfanylethylamino)phenyl]sulfonyl-4-piperazin-1-ylbenzamide [N+](=O)([O-])C=1C=C(C=CC1NCCSC1=CC=CC=C1)S(=O)(=O)NC(C1=CC=C(C=C1)N1CCNCC1)=O